COC=1C=C(C=CC1)C1=NN(C2=NC=CC=C21)C=2C=C(C(=O)OC)C=CC2 methyl 3-(3-(3-methoxyphenyl)-1H-pyrazolo[3,4-b]pyridin-1-yl)benzoate